4-Nitrobenzene-1,2-diamine [N+](=O)([O-])C=1C=C(C(=CC1)N)N